C(=O)O.C(C)N1N=C(C=C1C1=NNC(=N1)C=1C2=CN(N=C2C=C(C1)C(=O)N)CCCN1CCOCC1)C 4-[3-(1-ethyl-3-methyl-1H-pyrazol-5-yl)-1H-1,2,4-triazol-5-yl]-2-[3-(morpholin-4-yl)propyl]-2H-indazole-6-carboxamide formic acid salt